FC1=C(C=CC(=C1)C(F)(F)F)NC(=O)[C@H]1[C@@H]([C@H](C[C@H](C1)O)C1=CC=C(C=C1)NC)C(=O)O |r| rac-(1R,2R,4R,6S)-2-((2-fluoro-4-(trifluoromethyl)phenyl)carbamoyl)-4-hydroxy-6-(4-(methylamino)phenyl)cyclohexane-1-carboxylic acid